SC(CC)S(=O)(=O)OC methyl mercaptopropanesulfonate